3,5-diisopropylbenzaldehyde C(C)(C)C=1C=C(C=O)C=C(C1)C(C)C